FC=1C(=CC=2C3=C(C=NC2C1)N(C(C31CCC1)=O)C)C=1C=C(C(=NC1)OCCNC(C)C)NS(=O)(=O)C(C)(C)C N-(5-(7'-Fluoro-3'-methyl-2'-oxo-2',3'-dihydrospiro[cyclobutane-1,1'-pyrrolo[2,3-c]quinolin]-8'-yl)-2-(2-(isopropylamino)ethoxy)pyridin-3-yl)-2-methylpropane-2-sulfonamide